disodium 4,4'-bis(2-sulfonatostyryl)biphenyl S(=O)(=O)([O-])C1=C(C=CC2=CC=C(C=C2)C2=CC=C(C=C2)C=CC2=C(C=CC=C2)S(=O)(=O)[O-])C=CC=C1.[Na+].[Na+]